bis[4-(N,N-diethylamino)butyl]amine C(C)N(CC)CCCCNCCCCN(CC)CC